3,6-dichloro-4-(naphthalen-2-yl)pyridazine ClC=1N=NC(=CC1C1=CC2=CC=CC=C2C=C1)Cl